N-(2,5-dimorpholinooxazolo[4,5-b]pyridin-6-yl)-2-(2-methylpyridin-4-yl)oxazole-4-carboxamide hydrochloride Cl.O1CCN(CC1)C=1OC=2C(=NC(=C(C2)NC(=O)C=2N=C(OC2)C2=CC(=NC=C2)C)N2CCOCC2)N1